CC(C)(C)[S@](=O)N[C@]1(CCOC2=CC=CC=C12)CC(C1C(NC(N(C1=O)C1CCOCC1)=O)=O)=O (S)-2-methyl-N-((4R)-4-(2-oxo-2-(2,4,6-trioxo-1-(tetrahydro-2H-pyran-4-yl)hexahydropyrimidin-5-yl)ethyl)chroman-4-yl)propane-2-sulfinamide